2-(2-bromo-4-fluorophenyl)acetaldehyde BrC1=C(C=CC(=C1)F)CC=O